C(C1=CC=CC=C1)N1CC2N(O[C@H](C(N2[C@H](C1=O)CC1=CC=C(C=C1)O)=O)CCCC)C(=O)OCCCCCC (3S,6S)-hexyl 8-benzyl-3-butyl-6-(4-hydroxybenzyl)-4,7-dioxohexahydropyrazino[2,1-c][1,2,4]oxadiazine-1(6H)-carboxylate